N-[(1S,2R)-2-(4-fluorophenyl)cyclopropyl]-2-[(1-methyl-1H-1,2,3,4-tetrazol-5-yl)sulfanyl]-5-nitrobenzamide FC1=CC=C(C=C1)[C@@H]1[C@H](C1)NC(C1=C(C=CC(=C1)[N+](=O)[O-])SC1=NN=NN1C)=O